C(C)(=O)OCCCCCCC\C=C\C=C\C (8E,10E)-8,10-Dodecadien-1-ol acetate